allyl (2-((3-fluoro-4-(trimethylsilyl)phenyl)amino)-1-(4-methoxyphenyl)-2-oxoethyl)carbamate FC=1C=C(C=CC1[Si](C)(C)C)NC(C(C1=CC=C(C=C1)OC)NC(OCC=C)=O)=O